C(C)[C@@H]1N(C[C@H](N(C1)C(C)C1=NC=2C(=NC=CC2)N1CC)CC)C=1C=2C(N(C(C1)=O)C)=CN(N2)CC#N 2-(7-((2S,5R)-2,5-diethyl-4-(1-(3-ethyl-3H-imidazo[4,5-b]pyridin-2-yl)ethyl)piperazin-1-yl)-4-methyl-5-oxo-4,5-dihydro-2H-pyrazolo[4,3-b]pyridin-2-yl)acetonitrile